C(#N)C=1C(=NC(=CC1)C=C(C)C)N1CCN(CC1)C(=O)OC(C)(C)C tert-Butyl 4-[3-cyano-6-(2-methylprop-1-enyl)-2-pyridyl]piperazine-1-carboxylate